((4-butoxyphenyl)sulfonyl)proline Ethyl-[1,2,3]triazolo[1,5-a]pyridine-5-carboxylate C(C)C=1N=NN2C1C=C(C=C2)C(=O)O.C(CCC)OC2=CC=C(C=C2)S(=O)(=O)N2[C@@H](CCC2)C(=O)O